FC1(C2(CC2C(=O)OCC2=CC=CC=C2)CCN(C1)C(=O)OC(C)(C)C)F 1-Benzyl 6-tert-butyl 4,4-difluoro-6-azaspiro[2.5]octane-1,6-dicarboxylate